C(C)(C)(C)OC(C1=C(N=CC=C1COC(COC1=CC=C(C=C1)F)=O)NC)=O 4-((2-(4-fluorophenoxy)acetoxy)methyl)-2-(methylamino)nicotinic acid tert-butyl ester